(Z)-N6-(tert-Butoxycarbonyl)-N2-(3-((4-((2-(diethylamino)ethyl)carbamoyl)-3,5-dimethyl-1H-pyrrol-2-yl)methylene)-5-fluoro-2-oxoindole-1-carbonyl)-L-lysine methyl ester COC([C@@H](NC(=O)N1C(\C(\C2=CC(=CC=C12)F)=C/C=1NC(=C(C1C)C(NCCN(CC)CC)=O)C)=O)CCCCNC(=O)OC(C)(C)C)=O